ClC=1C(=CC(=C(C1)C1=CC=C2C(=CN=NC2=C1)NCC1=C(C=C(C=C1)OC)OC)OC)CCOC1OCCCC1 7-[5-CHLORO-2-METHOXY-4-[2-(OXAN-2-YLOXY)ETHYL]PHENYL]-N-[(2,4-DIMETHOXYPHENYL)METHYL]CINNOLIN-4-AMINE